BrC1=C(C=C(C(=O)N2CC=3N(CC2)C(N(C3C(=O)N[C@@H]3CCC2=CC(=CC=C32)OC)C3=CC=C(C=C3)OC)=O)C=C1)Cl |r| 7-(4-bromo-3-chloro-benzoyl)-2-(4-methoxyphenyl)-3-oxo-N-[rac-(1R)-5-methoxyindan-1-yl]-6,8-dihydro-5H-imidazo[1,5-a]pyrazine-1-carboxamide